FC1(CC1)C(=O)N[C@H](C(=O)N1[C@H](C[C@H](C1)O)C(=O)N[C@@H](C)C1=CC=C(C=C1)C1=C(N=CS1)C)C(C)(SC(C1=CC=CC=C1)(C1=CC=CC=C1)C1=CC=CC=C1)C (2R,4R)-1-[(2R)-2-[(1-fluorocyclopropanecarbonyl)amino]-3-methyl-3-tritylsulfanyl-butyryl]-4-hydroxy-N-[(1S)-1-[4-(4-methylthiazol-5-yl)-phenyl]ethyl]pyrrolidine-2-carboxamide